[Cl].NC1=C2N=CN(C2=NC(=N1)C1=CC=NC=C1)C1CCC(CC1)C(=O)NC=1SC=C(N1)C 4-[6-amino-2-(pyridin-4-yl)-9H-purin-9-yl]-N-(4-methyl-1,3-thiazol-2-yl)cyclohexanecarboxamide chlorine